thiobis[2-(tert-butyl)-5-methyl-4,1-phenylene] bis[3-(dodecylthio) propionate] C(CCCCCCCCCCC)SCCC(=O)OC1=C(C=C(C(=C1)C)SC1=CC(=C(C=C1C)OC(CCSCCCCCCCCCCCC)=O)C(C)(C)C)C(C)(C)C